BrC=1C(=C2C(=NC1)NC[C@]21[C@@H](C1)CC)Cl |r| (1RS,2RS)-5'-bromo-4'-chloro-2-ethyl-1',2'-dihydrospiro[cyclopropane-1,3'-pyrrolo[2,3-b]pyridine]